C1(CC1)C=1C(=CC(=C(CN2CCC3(CN(C(O3)=O)C3CCC(CC3)(C(=O)NCCOCCO)C)CC2)C1)OCC)C1=NC=C(C=C1)F (1s,4s)-4-(8-(5-cyclopropyl-2-ethoxy-4-(5-fluoropyridin-2-yl)benzyl)-2-oxo-1-oxa-3,8-diazaspiro[4.5]decan-3-yl)-N-(2-(2-hydroxyethoxy)ethyl)-1-methylcyclohexane-1-carboxamide